N[C@@H](C(C)(C)C)C(=O)O L-Tertiary leucine